OCC1=CN=C2C=C(C(NC2=C1)=O)C 7-(hydroxymethyl)-3-methyl-1H-1,5-naphthyridin-2-one